COCCN1C(=NC=2C1=NC(=CC2)C=2C=CN1N=C(N=CC12)N[C@@H]1C[C@@H](C1)N1CCN(CC1)C)C 5-(3-(2-methoxyethyl)-2-methyl-3H-imidazo[4,5-b]pyridin-5-yl)-N-(cis-3-(4-methylpiperazin-1-yl)cyclobutyl)pyrrolo[2,1-f][1,2,4]triazin-2-amine